FC(N1N=C(C(=C1)C(=O)O)C)F 1-(difluoromethyl)-3-methyl-pyrazole-4-carboxylic acid